FC(C1=C(C2=C(S1)C1(CC(N(CC1)CC=1C=NN(C1)CCS(=O)(=O)C)C)OCC2)COC)F 2-(difluoromethyl)-3-(methoxymethyl)-2'-methyl-1'-[[1-(2-methylsulfonylethyl)pyrazol-4-yl]methyl]spiro[4,5-dihydrothieno[2,3-c]pyran-7,4'-piperidine]